caffeic acid ethyl ester (ETHYLCAFFEATE) C(C)/C(/C(=O)O)=C\C1=CC(O)=C(O)C=C1.C(C)OC(\C=C\C1=CC(O)=C(O)C=C1)=O